ClC=1C=C(C=C(C1)Cl)C(CC(=O)NC1=CC(=C(C=C1)Cl)C(=O)NC1=CC(=CC=C1)F)C(F)(F)F 3,5-dichloro-N-[4-chloro-3-[[(3-fluorophenyl)amino]carbonyl]phenyl]-β-(trifluoro-methyl)benzenepropanamide